7-((4-(2-trifluoromethyl-6-(ethylcarbamoyl)pyridin-3-yl)piperazin-1-yl)methyl)-3,5-dihydrofuro[3,4-c]quinolin-4(1H)-one FC(C1=NC(=CC=C1N1CCN(CC1)CC=1C=CC=2C3=C(C(NC2C1)=O)COC3)C(NCC)=O)(F)F